ClC1=CC=C(C=C1)C=1N=C2N(C=CC=C2)C1CN1C2CCN(C(C1)CC2)C(=O)C2=NC(=CC=C2F)OC [6-{[2-(4-chlorophenyl)imidazo[1,2-a]pyridin-3-yl]methyl}-2,6-diazabicyclo[3.2.2]non-2-yl](3-fluoro-6-methoxypyridin-2-yl)methanone